(2S)-1-({2-[3-(2,3-dihydro-1,4-benzodioxin-6-yl)-2-methylphenyl]-7-methyl-1,3-benzoxazol-5-yl}methyl)piperidine-2-carboxylic acid O1CCOC2=C1C=CC(=C2)C=2C(=C(C=CC2)C=2OC1=C(N2)C=C(C=C1C)CN1[C@@H](CCCC1)C(=O)O)C